(R)-1-(azetidin-3-yl)-3-(6-(tert-butylsulfonyl)-7-methoxyimidazo[1,2-a]pyridin-3-yl)-N-(1-(3-fluoropyridin-2-yl)ethyl)-1H-pyrazole-5-carboxamide N1CC(C1)N1N=C(C=C1C(=O)N[C@H](C)C1=NC=CC=C1F)C1=CN=C2N1C=C(C(=C2)OC)S(=O)(=O)C(C)(C)C